COC1=CC=C(CN2C(CN(C3=CC=CC=C23)C2=CC=C(C=C2)C(F)(F)F)CN)C=C1 (1-(4-methoxybenzyl)-4-(4-(trifluoromethyl)phenyl)-1,2,3,4-tetrahydroquinoxalin-2-yl)methanamine